2-(2,4-difluorophenyl)ethanol tert-butyl-cis-3-((methylsulfonyl)amino)-2-((2-phenyl-1,3-thiazol-4-yl)methyl)piperidine-1-carboxylate C(C)(C)(C)[C@]1(N(CCC[C@H]1NS(=O)(=O)C)C(=O)OCCC1=C(C=C(C=C1)F)F)CC=1N=C(SC1)C1=CC=CC=C1